BrC1=CC=C(C=C1)O para-bromophenol